COC=1C=CC(=NC1)C=CC=1N=C(SC1)NC(=O)C=1N(C=CC1)CC1=CC=NC=C1 N-(4-(2-(5-methoxypyridin-2-yl)vinyl)thiazol-2-yl)-1-(pyridin-4-ylmethyl)-1H-pyrrole-2-carboxamide